2-(6-(dimethylamino)-3-(dimethyliminio)-3H-xanthen-9-yl)benzoate CN(C=1C=C2OC3=CC(C=CC3=C(C2=CC1)C1=C(C(=O)[O-])C=CC=C1)=[N+](C)C)C